C(CCCCCCCC)OCC(CNC1=CC=C(C=C1)NCC(COCCCCCCCCC)O)O 1,4-bis[3-nonyloxy-2-hydroxy-propylamino]benzene